methyl (2S)-5-amino-6-[[(1R,3R)-3-[(4-tert-butoxycarbonylpiperazin-1-yl)methyl]cyclohexyl]amino]-2-methyl-3,4-dihydro-2H-quinoline-1-carboxylate NC1=C2CC[C@@H](N(C2=CC=C1N[C@H]1C[C@@H](CCC1)CN1CCN(CC1)C(=O)OC(C)(C)C)C(=O)OC)C